[Cl-].OCCN1C(=CC=C1)N 1-(2-hydroxyethyl)-1-azamethylpyrrole chloride